1-(5-((5-cyano-4-(pyridin-2-yl)thiazol-2-yl)carbamoyl)pyridin-2-yl)piperidine-4-carboxylic acid C(#N)C1=C(N=C(S1)NC(=O)C=1C=CC(=NC1)N1CCC(CC1)C(=O)O)C1=NC=CC=C1